(R)-5-chloro-N-((7-chloroquinoxalin-6-yl)methyl)-4-(pyrrolidin-3-yloxy)pyridin-3-amine ClC=1C(=C(C=NC1)NCC=1C=C2N=CC=NC2=CC1Cl)O[C@H]1CNCC1